NC1=NC=CC(=C1)CN1C(N(C([C@@H]1C(C)C)=O)C1=CC=C(C=C1)SC(F)(F)F)=O (S)-1-((2-aminopyridin-4-yl)methyl)-5-isopropyl-3-(4-((trifluoromethyl)thio)phenyl)imidazolidine-2,4-dione